ClC1=CC(=C(C=C1)S(=O)(=O)N[C@@H]([C@H](C)C1=C(C(=CC=C1F)C=1C=NN(C1)C)C)C=1OC(NN1)=O)OC 4-chloro-N-((1S,2R)-2-(6-fluoro-2-methyl-3-(1-methyl-1H-pyrazol-4-yl)phenyl)-1-(5-oxo-4,5-dihydro-1,3,4-oxadiazol-2-yl)propyl)-2-methoxybenzenesulfonamide